tri(xylyl) thiophosphate P(=S)(OC1=C(C(=CC=C1)C)C)(OC1=C(C(=CC=C1)C)C)OC1=C(C(=CC=C1)C)C